C(C1=CC=CC=C1)OC(=O)NC(CC=1SC(=CN1)C1=CC=C(C(=O)OC)C=C1)C(=O)NCCCCCC Methyl 4-(2-(2-(((benzyloxy)carbonyl)amino)-3-(hexylamino)-3-oxopropyl)thiazol-5-yl)benzoate